tributyl(amino)silane C(CCC)[Si](N)(CCCC)CCCC